ethyl 8-(dimethylcarbamoyl)-2-(tritylamino)-3H-1-benzazepine-4-carboxylate CN(C(=O)C1=CC2=C(C=C(CC(=N2)NC(C2=CC=CC=C2)(C2=CC=CC=C2)C2=CC=CC=C2)C(=O)OCC)C=C1)C